ethyl 7-bromo-3-(3-(4-chloro-3,5-dimethylphenoxy)propyl)-1-methyl-1H-indole-2-carboxylate BrC=1C=CC=C2C(=C(N(C12)C)C(=O)OCC)CCCOC1=CC(=C(C(=C1)C)Cl)C